bis(acetonitrile) palladium (II) dibromide [Pd](Br)Br.C(C)#N.C(C)#N